BrC=1C=C(C(=C(C1)S(=O)(=O)Cl)O)[N+](=O)[O-] 5-bromo-3-nitro-2-hydroxybenzenesulfonyl chloride